2-(4-(4-(8-amino-3-(4-methylpiperazine-1-carbonyl)-1,7-naphthyridine-5-yl)phenyl)-1H-pyrazole-1-yl)-1-(4-methylpiperazine-1-yl)ethan-1-one NC=1N=CC(=C2C=C(C=NC12)C(=O)N1CCN(CC1)C)C1=CC=C(C=C1)C=1C=NN(C1)CC(=O)N1CCN(CC1)C